3-amino-N-(5-(3-((1S,3S)-3-(trifluoromethoxy)cyclopentyl)phenyl)-4-(2-(trifluoromethyl)phenyl)pyrimidin-2-yl)benzenesulfonamide NC=1C=C(C=CC1)S(=O)(=O)NC1=NC=C(C(=N1)C1=C(C=CC=C1)C(F)(F)F)C1=CC(=CC=C1)[C@@H]1C[C@H](CC1)OC(F)(F)F